trans-Butyl(cis-4-carbamoylcyclohexyl)carbamate C(CCC)OC(N[C@@H]1CC[C@@H](CC1)C(N)=O)=O